N-[(2-Amino-3-pyridyl)sulfonyl]-6-(2-fluoro-5-methoxyphenyl)-2-[(4S)-2,2,4-trimethylpyrrolidin-1-yl]pyridin-3-carboxamid NC1=NC=CC=C1S(=O)(=O)NC(=O)C=1C(=NC(=CC1)C1=C(C=CC(=C1)OC)F)N1C(C[C@@H](C1)C)(C)C